(4-(6-Chlorobenzo[d]thiazol-2-yl)octyl)-4-methoxybenzenesulfonamide ClC1=CC2=C(N=C(S2)C(CCCC2=C(C=CC(=C2)OC)S(=O)(=O)N)CCCC)C=C1